C(C)(C)(C)OC(NC1C(N(C(C(C1)C1=C(C(=CC(=C1)F)F)F)C)CC(F)(F)F)=O)=O (6-Methyl-2-oxo-1-(2,2,2-trifluoroethyl)-5-(2,3,5-trifluorophenyl)piperidin-3-yl)carbamic acid tert.Butyl ester